ClC=1C(=C(C(=CC1)C(F)F)C=1N=C(C(=NC1)C(=O)NC=1N=NN(C1)CC=1C(=NC(=NC1)N1C([C@@H]2C[C@@H]2C1)=O)C)C)F (3-chloro-6-(difluoromethyl)-2-fluorophenyl)-3-methyl-N-(1-((4-methyl-2-((1R,5S)-2-oxo-3-azabicyclo[3.1.0]hex-3-yl)pyrimidin-5-yl)methyl)-1H-1,2,3-triazol-4-yl)pyrazine-2-carboxamide